FC(C(=O)OC)(C(OC(C(OC(=C(F)F)F)(F)F)(C(F)(F)F)F)(F)F)F methyl perfluoro(5-methyl-4,7-dioxanon-8-enoate)